1-[(2R,3R,4R,5R)-3-fluoro-4-(oxan-2-yloxy)-5-[(oxan-2-yloxy)methyl]oxolan-2-yl]-5-methyl-3H-pyrimidine-2,4-dione F[C@H]1[C@@H](O[C@@H]([C@H]1OC1OCCCC1)COC1OCCCC1)N1C(NC(C(=C1)C)=O)=O